5-[3-(5-fluoropyrimidin-2-yl)-2,5-dihydro-1H-pyrrole-1-carbonyl]-6-methyl-N-(1-methylcyclopropyl)furo[2,3-d]pyrimidin-4-amine FC=1C=NC(=NC1)C=1CN(CC1)C(=O)C1=C(OC=2N=CN=C(C21)NC2(CC2)C)C